[N+](=O)([O-])C1=CC=C(C=C1)C=1C=NC=CN1 3-(4-nitrophenyl)pyrazine